tert-Butyl 8-[3-(6-methylpyridin-2-yl)prop-2-yn-1-ylidene]-5-azaspiro[3.5]nonane-5-carboxylate CC1=CC=CC(=N1)C#CC=C1CCN(C2(CCC2)C1)C(=O)OC(C)(C)C